C(C)(=O)C1=C(C(=C(O1)C(=O)O)OC)O 5-ACETYL-4-HYDROXY-3-METHOXY-FURAN-2-CARBOXYLIC ACID